tert-butyl (3-(5-chloro-2-cyanophenoxy)-3-(imidazo[1,2-a]pyridin-7-yl)propyl)(methyl)carbamate ClC=1C=CC(=C(OC(CCN(C(OC(C)(C)C)=O)C)C2=CC=3N(C=C2)C=CN3)C1)C#N